(2S)-2-[[2-(3-fluoro-4-methylsulfonyl-anilino)-5-(1-methyltetrazol-5-yl)pyrimidin-4-yl]amino]-2-phenyl-ethanol FC=1C=C(NC2=NC=C(C(=N2)N[C@H](CO)C2=CC=CC=C2)C2=NN=NN2C)C=CC1S(=O)(=O)C